4-hydroxynonenal 3-({[(9H-fluoren-9-yl)methoxy]carbonyl}amino)propanoate C1=CC=CC=2C3=CC=CC=C3C(C12)COC(=O)NCCC(=O)O.OC(C=CC=O)CCCCC